FC1=CC=C(C=C1)N1CCN(CC1)CC[C@@H]1NC(C2(C1)CCN(CC2)C(CN2C(OCC2)=O)=O)=O (R)-3-(2-(3-(2-(4-(4-fluorophenyl)piperazin-1-yl)ethyl)-1-oxo-2,8-diazaspiro[4.5]decan-8-yl)-2-oxoethyl)oxazolidin-2-one